4-cyano-4'-ethoxybiphenyl C(#N)C1=CC=C(C=C1)C1=CC=C(C=C1)OCC